O=C1N(N=CC2=CC(=CC=C12)S(=O)(=O)C1=CC=CC=C1)CC1=NN(C=C1C(=O)OCC)C1OCCCC1 ethyl 3-((1-oxo-6-(phenylsulfonyl)phthalazin-2(1H)-yl)methyl)-1-(tetrahydro-2H-pyran-2-yl)-1H-pyrazole-4-carboxylate